N2,N2,N7,N7-tetrakis[2,2-bis(4-methoxyphenyl)vinyl]-9H-fluorene-2,7-diamine COC1=CC=C(C=C1)C(=CN(C1=CC=2CC3=CC(=CC=C3C2C=C1)N(C=C(C1=CC=C(C=C1)OC)C1=CC=C(C=C1)OC)C=C(C1=CC=C(C=C1)OC)C1=CC=C(C=C1)OC)C=C(C1=CC=C(C=C1)OC)C1=CC=C(C=C1)OC)C1=CC=C(C=C1)OC